N1=CN=C2NC=NC2=C1C=1C(=NC=CC1)NC=1C=C(C=CC1F)NC(C1=CC(=C(C=C1)Cl)C#N)=O N-(3-((3-(9H-purin-6-yl)pyridin-2-yl)amino)-4-fluorophenyl)-4-chloro-3-cyanobenzamide